[Na].C(CC)S(=O)(=O)CCC propylsulfon sodium salt